C(C)(C)(C)NC1=NC=C(C(=N1)NCC1CCN(CC1)C(=O)OC(C)(C)C)[N+](=O)[O-] tert-Butyl 4-(((2-(tert-butylamino)-5-nitropyrimidin-4-yl)amino)methyl)piperidine-1-carboxylate